C(C)(C)(C)OC(=O)N[C@H](C(=O)O)C1(CC1)C (2S)-2-(tert-butoxycarbonylamino)-2-(1-methylcyclopropyl)acetic acid